C(C)(C)(C)C1=C(C=CC=C1)C1=CC(=CC(=C1)NC1=CC=C(C=C1)C1=CC(=CC=C1)C(C)(C)C)C1=CC=CC=C1 2-(tert-butyl)-N-(3'-(tert-butyl)-[1,1'-biphenyl]-4-yl)-[1,1':3',1''-terphenyl]-5'-amine